NC=1C=C(C=CC1)C1=CC=C(C=C1)NC(CCC(=O)N1C=2N(CCC1)N=C(C2)C)=O N-(3'-amino-[1,1'-biphenyl]-4-yl)-4-(2-methyl-6,7-dihydropyrazolo[1,5-a]pyrimidin-4(5H)-yl)-4-oxobutanamide